CC1C2=CN(N=C2C2=C(C1)OC(=C2C(F)(F)F)C(=O)NC[C@H]2OCCC2)CC2CCN(CC2)C(=O)C2(CC2)C 4-methyl-2-{[1-(1-methylcyclopropane-1-carbonyl)piperidin-4-yl]methyl}-N-{[(2S)-oxolan-2-yl]methyl}-8-(trifluoromethyl)-4,5-dihydro-2H-furo[2,3-g]indazole-7-carboxamide